BrCC=1C=C(C(=CC1)O)O 4-(bromomethyl)-1,2-benzenediol